OC=1C=C(C2=C(OC3(CCCC3)OC2=O)C1C1C=C(CCC1C(=C)C)C)CCCCC 7-hydroxy-8-(3-methyl-6-(prop-1-en-2-yl)cyclohex-2-en-1-yl)-5-pentyl-4H-spiro[benzo[d][1,3]dioxine-2,1'-cyclopentan]-4-one